C1(CCCCC1)C1=CC=C(C=C1)NC=1C2=C(N=C(N1)N1CC(OCC1)C)N=CC(=C2)OC N-(4-cyclohexylphenyl)-6-methoxy-2-(2-methylmorpholino)pyrido[2,3-d]pyrimidin-4-amine